tertbutyl N-{[(4R)-8-(3-methoxypyridin-4-yl)-3,4-dihydro-2H-1-benzopyran-4-yl]methyl}carbamate COC=1C=NC=CC1C1=CC=CC=2[C@@H](CCOC21)CNC(OC(C)(C)C)=O